C(#N)C=1C=C(NC=2C(=NC(=C(N2)NC)C=2C3=C(C=NC2)N(C=N3)C)C(=O)N)C=CC1N1C[C@@H](N[C@@H](C1)C)C 3-[3-Cyano-4-[(3S,5R)-3,5-dimethylpiperazin-1-yl]anilino]-5-(methylamino)-6-(3-methylimidazo[4,5-c]pyridin-7-yl)pyrazin-2-carboxamid